2-[2-(4-bromophenyl)sulphonatoethoxymethoxy]ethyl-tri-methyl-silane BrC1=CC=C(C=C1)C(COCOCC[Si](C)(C)C)S(=O)(=O)[O-]